6-Methoxy-1-methyl-2-oxo-4-(4-(4-(trifluoromethoxy)phenoxy)piperidin-1-yl)-1,2-dihydro-1,5-naphthyridin-3-carbonitril COC=1N=C2C(=C(C(N(C2=CC1)C)=O)C#N)N1CCC(CC1)OC1=CC=C(C=C1)OC(F)(F)F